9-(1-((6-chloro-2-(2-methyl-2H-tetrazol-5-yl)pyridin-3-yl)amino)ethyl)-N,N,7-trimethyl-4-(methyl-d3)-5-oxo-4,5-dihydroimidazo[1,5-a]quinazoline-3-carboxamide ClC1=CC=C(C(=N1)C=1N=NN(N1)C)NC(C)C=1C=C(C=C2C(N(C=3N(C12)C=NC3C(=O)N(C)C)C([2H])([2H])[2H])=O)C